COC1=CC=C(CNC(=O)NC2CC3(CN(C3)C(CC3=C(C=CC=C3)C)=O)C2)C=C1 1-(4-methoxybenzyl)-3-(2-(2-(o-tolyl)acetyl)-2-azaspiro[3.3]heptan-6-yl)urea